C(C(C)C)[Hf]CC(C)C Diisobutyl-hafnium